NCCOCCOCCOCCOCCOCCNC1=CC(=C(C(=O)NC=2SC(=C(N2)C(C)C)C)C=C1)C 4-((17-amino-3,6,9,12,15-pentaoxaheptadecyl)amino)-N-(4-isopropyl-5-methylthiazol-2-yl)-2-methylbenzamide